(1-oxo-1-((2-(4'-(trifluoromethyl)-[1,1'-biphenyl]-4-yl) ethyl) amino) hex-2-yl) carbamate C(N)(OC(C(NCCC1=CC=C(C=C1)C1=CC=C(C=C1)C(F)(F)F)=O)CCCC)=O